BrC1=C(OCCO[Si](C)(C)C(C)(C)C)C=CC=C1 (2-bromophenoxyethoxy)(tert-butyl)dimethylsilane